C[Si](C1(C(=C(C(=C1)C)C)C)C)(C1C=CC2=CC=CC=C12)C dimethyl(indenyl)(tetramethylcyclopentadienyl)silane